(R)-1'-{2-[3,5-difluoro-4-(1-methanesulfonylethyl)phenoxy]ethyl}-2-oxo-1,2-dihydrospiro[indole-3,4'-piperidine]-5-carbonitrile FC=1C=C(OCCN2CCC3(CC2)C(NC2=CC=C(C=C23)C#N)=O)C=C(C1[C@@H](C)S(=O)(=O)C)F